C(CCCCCCCCC)(=O)OC(CCCCCC(OC(NCCCN(C)C)=O)CCCCCCOC(CCCCCCCCC)=O)CCCN(C)C [3-(dimethylamino) propyl]-2-methyl-7-oxo-9-{6-[(1-oxodecyl) oxy] hexyl}-2,6-diaza-8-oxapentadecan-15-yl decanoate